BrC=1C=CC=2N3C=CC(=NC3=NC2C1)C(=O)O 5-bromo-1,8,10-triazatricyclo[7.4.0.02,7]trideca-2(7),3,5,8,10,12-hexaene-11-carboxylic acid